C(C1=CC=CC=C1)N1CCC2(CC1)C(C1=CC(=CC=C1C2)Cl)=O benzyl-6-chlorospiro[indene-2,4'-piperidine]-1(3H)-one